FC1=CC=CC=2N=C(SC21)N(CCC2=CC=C(C=C2)OC)CC2=CC=C(C=C2)C2(CCC2)C(=O)O 1-(4-(((7-fluorobenzo[d]thiazol-2-yl)(4-methoxyphenethyl)amino)-methyl)phenyl)cyclobutane-1-carboxylic acid